((N-cyclopropylsulfamoyl)amino)-7-fluoro-2,3-dihydro-1H-indene-4-carboxamide C1(CC1)NS(=O)(=O)NC1CCC=2C(=CC=C(C12)F)C(=O)N